2-(2'-chloro-3'-(7-chloro-5-formylbenzo[d]oxazol-2-yl)-2-methyl-[1,1'-biphenyl]-3-yl)-6,7-dihydrothiazolo[5,4-c]pyridine-5(4H)-carboxylic acid tert-butyl ester C(C)(C)(C)OC(=O)N1CC2=C(CC1)N=C(S2)C=2C(=C(C=CC2)C2=C(C(=CC=C2)C=2OC1=C(N2)C=C(C=C1Cl)C=O)Cl)C